1,3-dioxan-5-ylamine O1COCC(C1)N